3-(2-furyl)acrolein oxime O1C(=CC=C1)C=CC=NO